ClC1=CC=C(C=C1)[C@H]([C@@H](C(=O)O)C)N1[C@@](C2=C(C=C(C=C2C1=O)C(=C)C1NCOC1)F)(OC)C1=CC=C(C=C1)Cl (2S,3S)-3-(4-chlorophenyl)-3-[(1R)-1-(4-chlorophenyl)-7-fluoro-1-methoxy-5-[1-(oxazolidin-4-yl)vinyl]-3-oxo-2,3-dihydro-1H-isoindol-2-yl]-2-methylpropanoic acid